1-[2-cyano-4-(trifluoromethyl)phenyl]-N-[(3R)-1-methylpyrrolidin-3-yl]-4-[6-(2-propoxyphenyl)pyridin-3-yl]piperidine-4-carboxamide C(#N)C1=C(C=CC(=C1)C(F)(F)F)N1CCC(CC1)(C(=O)N[C@H]1CN(CC1)C)C=1C=NC(=CC1)C1=C(C=CC=C1)OCCC